NC1=C(C=C(C=N1)C=1C=NN(C1)C1CCN(CC1)CCOCCOCCOCC(=O)O)O[C@H](C)C1=C(C(=CC=C1Cl)F)Cl (R)-2-(2-(2-(2-(4-(4-(6-Amino-5-(1-(2,6-dichloro-3-fluorophenyl)ethoxy)pyridin-3-yl)-1H-pyrazol-1-yl)piperidin-1-yl)ethoxy)ethoxy)ethoxy)acetic acid